N1CCC12CN(C2)C2=CC=C(N=N2)C2=NNC1=CC=C(C=C21)O[C@H](C)C2=C(C=NC=C2Cl)Cl (R)-3-(6-(1,6-diazaspiro[3.3]heptan-6-yl)pyridazin-3-yl)-5-(1-(3,5-dichloropyridin-4-yl)ethoxy)-1H-indazole